1-(4-(1-(2,6-dichlorophenyl)azetidin-3-yl)-3-fluorobenzyl)-3-methylazetidin-3-ol ClC1=C(C(=CC=C1)Cl)N1CC(C1)C1=C(C=C(CN2CC(C2)(O)C)C=C1)F